COC=1C=C(C=CC1OC)/C=C/C(=O)N[C@H](C(=O)O)CC1=CC=C(C=C1)OC (S,E)-2-(3-(3,4-dimethoxyphenyl)acrylamido)-3-(4-methoxyphenyl)propanoic acid